C(=C)OC12CC3(CC(CC(C1)C3)(C2)OC=C)OC=C 1,3,5-tris(vinyloxy)adamantane